CN1CCN(CC1)C1=C(C=C(C=C1)NC1=NC=NC(=C1)N1OCC[C@@H]1C1=CC=CC=C1)NC(C=C)=O N-(2-(4-methylpiperazine-1-yl)-5-((6-((R)-3-phenylisoxazolidine-2-yl)pyrimidine-4-yl)amino)phenyl)acrylamide